N-[(1S)-2-[[(1S)-1-cyano-2-[(3S)-2-oxo-3-piperidyl]ethyl]amino]-1-(cyclopropylmethyl)-2-oxo-ethyl]-5-methoxy-1H-indole-2-carboxamide C(#N)[C@H](C[C@H]1C(NCCC1)=O)NC([C@H](CC1CC1)NC(=O)C=1NC2=CC=C(C=C2C1)OC)=O